water chlorine sodium hypochlorite Cl[O-].[Na+].[Cl+].O.Cl[O-]